aminomethyl-1,3-propanediamine NCC(CCN)N